CC([C@@H]1[C@H]([C@H]([C@@H](O1)N1C(=O)N=C(N)C=C1)O)O)O 5'-Methyl-Cytidine